NC1=NC(N(C=C1F)[C@@H]1O[C@@]([C@H]([C@@H]1O)O)(CO)C#C)=O 4-amino-1-[(2R,3S,4S,5R)-5-ethynyl-3,4-dihydroxy-5-(hydroxymethyl)oxolan-2-yl]-5-fluoropyrimidin-2-one